C(C)(=O)C1=C(C=C2C=NN(C2=C1)CC(=O)OC(C)(C)C)N1N=CC=C1 tert-butyl [6-acetyl-5-(1H-pyrazol-1-yl)-1H-indazol-1-yl]acetate